2-[(3R)-1-[2,6-difluoro-4-(2-isopropylsulfanyl-3-pyridinyl)phenyl]pyrrolidin-3-yl]acetic acid FC1=C(C(=CC(=C1)C=1C(=NC=CC1)SC(C)C)F)N1C[C@H](CC1)CC(=O)O